NC1(CCC1)C1=CC=C(C=C1)N1C(=NC=2C1=NC(=CC2)C=2C=C(CCNC(CCNC1=C3C(N(C(C3=CC=C1)=O)C1C(NC(CC1)=O)=O)=O)=O)C=CC2)C=2C(=NC=CC2)N N-(3-(3-(4-(1-aminocyclobutyl)phenyl)-2-(2-aminopyridin-3-yl)-3H-imidazo[4,5-b]pyridin-5-yl)phenethyl)-3-((2-(2,6-dioxopiperidin-3-yl)-1,3-dioxoisoindolin-4-yl)amino)propanamide